(1S,2R)-1-amino-2,3-dihydro-1H-indene N[C@H]1CCC2=CC=CC=C12